[Sn].[Pb].[Zn] zinc lead tin